tert-butyl (1R,2S,5S)-2-({(2S)-1-amino-1-oxo-3-[(3S)-2-oxopyrrolidin-3-yl]propan-2-yl}carbamoyl)-6,6-dimethyl-3-azabicyclo[3.1.0]hexane-3-carboxylate NC([C@H](C[C@H]1C(NCC1)=O)NC(=O)[C@@H]1[C@H]2C([C@H]2CN1C(=O)OC(C)(C)C)(C)C)=O